C(C)(=O)O.P(=O)(OC(C)=O)(O)O acetyl phosphate acetate